1-(4-trifluoromethylphenyl)-2-(4-(dibutylamino)phenyl)-2-hydroxyethanone FC(C1=CC=C(C=C1)C(C(O)C1=CC=C(C=C1)N(CCCC)CCCC)=O)(F)F